COC(=O)C1(C(CC1C1=CC(=CC(=C1)Br)O)C1=CC(=CC(=C1)Br)O)C(=O)O 2,4-bis(3-hydroxy-5-bromophenyl)cyclobutanedicarboxylic acid methyl ester